1-(1-(2,6-dihydroxy-5'-methyl-4-pentyl-2'-(prop-1-en-2-yl)-[1,1'-biphenyl]-3-yl)ethyl)-1,3,3-trimethylurea OC1=C(C(=CC(=C1C(C)N(C(=O)N(C)C)C)CCCCC)O)C1=C(C=CC(=C1)C)C(=C)C